FC(CC(=O)O)(C)F 3,3-difluorobutanoic acid